COC1=CC=C(OC2=NC(=NC=C2)N)C=C1 4-(4-methoxyphenoxy)pyrimidin-2-amine